C(#C)C=1SC=C(N1)NC(=O)NCC1=CC=C(C=C1)C1=CC(=CC=C1)N1C[C@H](CC1)O (S)-1-(2-Ethynylthiazol-4-yl)-3-((3'-(3-hydroxypyrrolidin-1-yl)-[1,1'-biphenyl]-4-yl)methyl)urea